(Z)-3-((tert-butylamino)methylene)-2-(2-phenyl-1H-indol-3-yl)chroman-4-one C(C)(C)(C)N\C=C/1\C(OC2=CC=CC=C2C1=O)C1=C(NC2=CC=CC=C12)C1=CC=CC=C1